butyl 4-(5-chloro-6-methylpyrimidin-4-yl)piperazine-1-carboxylate ClC=1C(=NC=NC1C)N1CCN(CC1)C(=O)OCCCC